Methyl 2-((4-methoxybenzyl)oxy)-7-(4,4,5-trimethyl-1,3,2-dioxaborolan-2-yl)thieno[3,2-b]pyridine-3-carboxylate COC1=CC=C(COC2=C(C3=NC=CC(=C3S2)B2OC(C(O2)(C)C)C)C(=O)OC)C=C1